2-(Methoxymethyl)piperazine-1-carboxylic acid tert-butyl ester C(C)(C)(C)OC(=O)N1C(CNCC1)COC